(rac)-Ethyl 1-(3-{1-[3,5-bis(trifluoromethyl)benzamido]ethyl}pyrazin-2-yl)-1H-pyrazole-4-carboxylate FC(C=1C=C(C(=O)N[C@H](C)C=2C(=NC=CN2)N2N=CC(=C2)C(=O)OCC)C=C(C1)C(F)(F)F)(F)F |r|